C(C)(C)(C)C1=CC(=NN1[C@H]1CN(CC1)C)NC=1N(C=2C(=NC=C(C2C(F)F)OC=2C=C3C(=NC2)SC=N3)N1)C (R)-N-(5-(tert-butyl)-1-(1-methylpyrrolidin-3-yl)-1H-pyrazol-3-yl)-7-(difluoromethyl)-1-methyl-6-(thiazolo[5,4-b]pyridin-6-yloxy)-1H-imidazo[4,5-b]pyridin-2-amine